OC=1C2=C(C=NC1C(=O)O)CCO2 7-hydroxy-2,3-dihydrofuro[3,2-c]pyridine-6-carboxylic acid